CN(C(C(C(=O)N(CCCC)C)CCCCCCCCCCCCCC)=O)CCCC N,N'-dimethyl-N,N'-dibutyl-2-tetradecyl-malonamide